FC1=CC(=CC2=C1NC([C@H](CO2)NC(=O)C=2N=C1N(N2)[C@@H](CC1)C(F)(F)F)=O)F (5S)-N-[(3S)-6,8-difluoro-4-oxo-3,5-dihydro-2H-1,5-benzoxazepin-3-yl]-5-(trifluoromethyl)-6,7-dihydro-5H-pyrrolo[1,2-b][1,2,4]triazole-2-carboxamide